COC(=O)C1CC(C1)N1N=C(C(=C1)C1=NC(=CC=C1)Cl)C1CC1 3-(4-(6-chloropyridin-2-yl)-3-cyclopropyl-1H-pyrazol-1-yl)cyclobutane-1-carboxylic acid methyl ester